COC(C1=C(N=C(C=C1)C1=CC(=CC=C1)[N+](=O)[O-])C(C)N(S(=O)(=O)C1=CC=C(C=C1)C)CC(=O)OC)=O 6-(3-nitro-phenyl)-2-{1-[methoxycarbonylmethyl-(4-methylphenylsulfonyl)-amino]-ethyl}-nicotinic acid methyl ester